C1(=CC=C(C=C1)C=1OCC(N1)C1=CC=CC=C1)C=1OCC(N1)C1=CC=CC=C1 2,2'-p-phenylenebis(4-phenyl-2-oxazoline)